NCCC1=CN=C(S1)C(=O)NC1=C(C(=CC=C1)C1=NC=CC(=C1Cl)C1=NC(=C(C=C1)CNCC1NC(CC1)=O)OC)Cl 5-(2-aminoethyl)-N-(2-chloro-3-(3'-chloro-6-methoxy-5-((((5-oxopyrrolidin-2-yl)methyl)amino)methyl)-[2,4'-bipyridin]-2'-yl)phenyl)thiazole-2-carboxamide